C1[C@@H]([C@H](O[C@H]1N2C=NC3=C(NC(=O)N=C32)N)COP(=O)([O-])OP(=O)([O-])OP(=O)([O-])[O-])O The molecule is a 2'-deoxyribonucleoside triphosphate oxoanion that is the tetraanion of 2'-deoxy-2-hydroxyadenosine 5'-triphosphate, arising from deprotonation of the triphosphate OH groups. It is the major microspecies at pH 7.3 (according to Marvin v 6.2.0.). It is a conjugate base of a 2-hydroxy-dATP(3-).